NC1=NN2C(C=C(C=C2)C=2C(=C(C(=O)NCCC(O)C3=CC(=CC=C3)F)C(=CC2)C)F)=N1 3-(2-amino-[1,2,4]triazolo[1,5-a]pyridin-7-yl)-2-fluoro-N-(3-(3-fluorophenyl)-3-hydroxypropyl)-6-methylbenzamide